6-[(1S)-1-({2-amino-6-[(1R)-1-hydroxyethyl]quinolin-3-yl}oxy)ethyl]-5-(1H-pyrazol-1-yl)pyridin-2-ol NC1=NC2=CC=C(C=C2C=C1O[C@@H](C)C1=C(C=CC(=N1)O)N1N=CC=C1)[C@@H](C)O